ClC=1C=2CCCCC2N=C2C=C(C=CC12)C(=O)N 9-chloro-5,6,7,8-tetrahydroacridine-3-carboxamide